(1-(4-cyclobutyl-5-(5-methoxy-4H-1,2,4-triazol-3-yl)-2-methylbenzoyl)piperidin-4-yl)benzonitrile C1(CCC1)C1=CC(=C(C(=O)N2CCC(CC2)C2=C(C#N)C=CC=C2)C=C1C1=NN=C(N1)OC)C